CC=1C(=CSC1)C1=NN2C=NC=3C=CC=CC3C2=N1 4-methylthiophen-3-yl[1,2,4]triazolo[1,5-c]quinazolin